ClCC1=C(C=CC=C1)C(C(=O)Cl)=NOC 2-(2-(chloromethyl)phenyl)-2-(methoxyimino)acetyl chloride